CC1=C(C=CC(=N1)NC(C(=C)C)=O)B1OC(C(O1)(C)C)(C)C N-(6-methyl-5-(4,4,5,5-tetramethyl-1,3,2-dioxaborolan-2-yl)pyridin-2-yl)methacrylamide